Cl.C(C)(C)(C)OC([C@H](N)C)=O R-alanine tert-butyl ester hydrochloride